2,6-Difluoro-3-(1-methyl-6-((pyridin-3-ylmethyl)(tetrahydro-2H-pyran-4-yl)amino)-1H-pyrazolo[4,3-c]pyridin-3-yl)-5-(trifluoromethyl)phenol FC1=C(C(=C(C=C1C1=NN(C2=C1C=NC(=C2)N(C2CCOCC2)CC=2C=NC=CC2)C)C(F)(F)F)F)O